ClC1=CC=2N(C=C1)C(NC2)=S 7-chloro-2H-imidazo[1,5-a]pyridine-3-thione